BrC=1C=C(C(=C(CN2C(C3=CC=CC=C3C2=O)=O)C1)F)Cl 2-(5-bromo-3-chloro-2-fluorobenzyl)isoindoline-1,3-dione